2,3,4-trimethyl-n-hexane (S)-2,3-dihydroxypropyl-4-methylbenzenesulfonate O[C@H](COS(=O)(=O)C1=CC=C(C=C1)C)CO.CC(C)C(C(CC)C)C